ClCC(=O)NC(NC1=C2CCN(C2=CC=C1)C(=O)OC(C)(C)C)=O tert-butyl 4-(3-(2-chloroacetyl)ureido)indoline-1-carboxylate